[4-[[3-[4-(difluoromethoxy)phenyl]imidazo[1,2-a]pyrazin-8-yl]amino]-2-methylphenyl]-[4-[(2R,4S)-4-hydroxypyrrolidine-2-carbonyl]piperazin-1-yl]methanone FC(OC1=CC=C(C=C1)C1=CN=C2N1C=CN=C2NC2=CC(=C(C=C2)C(=O)N2CCN(CC2)C(=O)[C@@H]2NC[C@H](C2)O)C)F